N-(4-(6,7-difluoro-2-methyl-4-oxoquinazolin-3(4H)-yl)phenyl)-2-(pyridin-3-yl)acetamide FC=1C=C2C(N(C(=NC2=CC1F)C)C1=CC=C(C=C1)NC(CC=1C=NC=CC1)=O)=O